FC(C1=CC=C(C=C1)N1N=NC=C1COC1=CC=C(N=N1)N1CC(NCC1)=O)F 4-(6-((1-(4-(difluoromethyl)phenyl)-1H-1,2,3-triazol-5-yl)methoxy)pyridazin-3-yl)piperazin-2-one